C(C)OC(C=CC=1N(C2=C(C(=CC=C2C1I)Cl)Cl)CC(=O)OC(C)(C)C)=O ethyl-3-[1-(2-tert-butoxy-2-oxo-ethyl)-6,7-dichloro-3-iodo-indol-2-yl]prop-2-enoate